C(C)(C)(C=1OCC(N1)C(C)C)C=1OCC(N1)C(C)C (+)-2,2'-isopropylidenebis(4-isopropyl-2-oxazoline)